N-(3-(N-(3-(2,6-dioxopiperidin-3-yl)phenyl)sulfamoyl)phenyl)-4-ethylbenzamide O=C1NC(CCC1C=1C=C(C=CC1)NS(=O)(=O)C=1C=C(C=CC1)NC(C1=CC=C(C=C1)CC)=O)=O